C(CCCCCCCCCCC)(=O)[O-].C(CCCCCCCCCCC)(=O)[O-].C(CCCC)[Sn+2]CCCCC dipentyltin dilaurate